C(#N)C=1C=C(C=NC1)C1=CC=C2C(=CC=NC2=C1)OC1=CC=C(C=C1)NC(=O)C1(CC1)C(=O)NC1=CC=C(C=C1)F 1-N-[4-[7-(5-cyanopyridin-3-yl)quinolin-4-yl]oxyphenyl]-1-N'-(4-fluorophenyl)cyclopropane-1,1-dicarboxamide